methyl 6-(2-(cyclohexylmethoxy)phenyl)-2-methoxynicotinate C1(CCCCC1)COC1=C(C=CC=C1)C1=NC(=C(C(=O)OC)C=C1)OC